tert-butyl (2R,5S)-4-(5-(2-fluorophenyl)-7-(4-fluoropyridin-2-yl)-7H-pyrrolo[2,3-d]pyrimidin-4-yl)-2,5-dimethylpiperazine-1-carboxylate FC1=C(C=CC=C1)C1=CN(C=2N=CN=C(C21)N2C[C@H](N(C[C@@H]2C)C(=O)OC(C)(C)C)C)C2=NC=CC(=C2)F